C(C)(C)(C)N[C@@H]1CN(CC1)C1=CC=C(N=N1)C1=C(C=C(C=C1)C1=CC(N(N=C1)C)=O)OCOC 5-(4-{6-[(3S)-3-(tert-butylamino)pyrrolidin-1-yl]pyridazin-3-yl}-3-(methoxymethoxy)phenyl)-2-methylpyridazin-3-one